ClC1=CC=C(C=C1)C1=CC(=NC=N1)NC(=O)[C@H]1CN(CCO1)C#N (R)-N-(6-(4-Chlorophenyl)-pyrimidin-4-yl)-4-cyanomorpholine-2-carboxamide